CN[NH-] (R)-N-methylaminoamide